NC=1NC=C(N1)C1=CC(=NC=C1)C 2-amino-4-(2-methylpyridin-4-yl)-1H-imidazole